C(C)(C)(C)OC(=O)N[C@@H](CNN(C(=O)OCC1=CC=CC=C1)C)CCO benzyl (R)-2-(2-((tert-butoxycarbonyl) amino)-4-hydroxybutyl)-1-methylhydrazine-1-carboxylate